NC1=CC=CC(=N1)C1=NN=CN1[C@@H](CO)C (R)-2-(3-(6-aminopyridin-2-yl)-4H-1,2,4-triazol-4-yl)propan-1-ol